N-(2,6-dioxo-1,3-di-m-tolyl-1,2,3,6-tetrahydropyrimidin-4-yl)-N-[3-(morpholin-4-yl)propyl]-2-phenylacetamide O=C1N(C(C=C(N1C=1C=C(C=CC1)C)N(C(CC1=CC=CC=C1)=O)CCCN1CCOCC1)=O)C=1C=C(C=CC1)C